tert-butyl N-[(1S)-2-amino-1-[[(2S)-6-chloro-3-oxo-4H-1,4-benzoxazin-2-yl]methyl]-2-oxo-ethyl]carbamate NC([C@H](C[C@@H]1OC2=C(NC1=O)C=C(C=C2)Cl)NC(OC(C)(C)C)=O)=O